ClC=1C=C2C(=NC(=NC2=C(C1C1=C2C=NNC2=CC=C1C)F)OCCN1C(=NC=C1)C)N1CCN(CC1)C(C=C)=O 1-(4-(6-chloro-8-fluoro-2-(2-(2-methyl-1H-imidazol-1-yl)ethoxy)-7-(5-methyl-1H-indazol-4-yl)quinazolin-4-yl)piperazin-1-yl)prop-2-en-1-one